CS(=N)C dimethyl-sulfimide